5-(1-methylcyclopropoxy)-3-(6-piperazin-1-ylpyrimidin-4-yl)-1H-indazole CC1(CC1)OC=1C=C2C(=NNC2=CC1)C1=NC=NC(=C1)N1CCNCC1